2,5-diazabicyclo[4.2.0]Octane bistrifluoroacetate FC(C(=O)O)(F)F.FC(C(=O)O)(F)F.C12NCCNC2CC1